4-(3-(4-(benzyloxy)-1H-indol-3-yl)pyrrolidin-1-yl)butyronitrile C(C1=CC=CC=C1)OC1=C2C(=CNC2=CC=C1)C1CN(CC1)CCCC#N